3-fluoro-4-(2-hydroxyethoxy)benzamide FC=1C=C(C(=O)N)C=CC1OCCO